OC(=O)C(F)(F)F.OC(=O)C(F)(F)F.FC1(C[C@H](C2(C1)CCNCC2)N)F (1R)-3,3-difluoro-8-azaspiro[4.5]Decan-1-amine bis-TFA salt